Methyl-4-(((2R,5S)-3-(4-cyano-3-(trifluoromethyl)phenyl)-2-(trifluoromethyl)oxazolidin-5-yl)methoxy)benzoat COC(C1=CC=C(C=C1)OC[C@@H]1CN([C@H](O1)C(F)(F)F)C1=CC(=C(C=C1)C#N)C(F)(F)F)=O